ClC1=CC(=NC=C1)C1=CC=NCC1 4-chloro-5',6'-dihydro-[2,4'-bipyridine]